N-[5-(2,2-difluoroethoxy)-4,6-dimethoxy-pyrimidin-2-yl]-6-(difluoromethyl)-7-(triazol-2-yl)-1H-indole-3-sulfonamide FC(COC=1C(=NC(=NC1OC)NS(=O)(=O)C1=CNC2=C(C(=CC=C12)C(F)F)N1N=CC=N1)OC)F